C(C)(C)(C)OC(=O)N1C[C@@H](N(CC1)C=1C2=C(N=CN1)N(C=C2N(C(C)=O)CC)C2=CC(=CC=C2)Cl)C (S)-4-(7-(3-chlorophenyl)-5-(N-ethyl-acetamido)-7H-pyrrolo[2,3-d]pyrimidin-4-yl)-3-methylpiperazine-1-carboxylic acid tert-butyl ester